3-ETHYL-PHENYLISOCYANIDE C(C)C=1C=C(C=CC1)[N+]#[C-]